Cl.CN(C1=CC=CC(=N1)[C@@H](CO)NC(CC)=O)C N-((S)-1-(6-(dimethylamino)pyridin-2-yl)-2-hydroxyethyl)propionamide hydrochloride